FC1=C(C=CC=C1)[C@@H]1COC2=CC(=CC=C2[C@@H]1C1=CC=C(C=C1)N1CCC(CC1)C=O)O 1-(4-((3r,4s)-3-(2-fluorophenyl)-7-hydroxychroman-4-yl)phenyl)piperidine-4-carbaldehyde